OCC(C(C)C)NC(=O)C1=NC2=C(N1)C=CC=C2 N-(1-hydroxy-3-methylbutan-2-yl)-1H-benzo[d]imidazole-2-carboxamide